11-((N-(2-Hexyldecanoyl)-N-methylglycyl)oxy)-6-((4-hydroxybutyl)(methyl)amino)-undecyl 3-hexylundecanoate C(CCCCC)C(CC(=O)OCCCCCC(CCCCCOC(CN(C)C(C(CCCCCCCC)CCCCCC)=O)=O)N(C)CCCCO)CCCCCCCC